C(C)(C)C1=C(C(=CC=C1)C(C)C)NC(=O)N=[S@](=O)(N)C=1C=NN2C1OCCC2 (R)-N'-((2,6-diisopropylphenyl)carbamoyl)-6,7-dihydro-5H-pyrazolo[5,1-b][1,3]oxazine-3-sulfonimidamide